p-iodo-L-phenylalanine IC1=CC=C(C[C@H](N)C(=O)O)C=C1